propan-2-yl 4-(5,6-dimethoxybenzo[b]thiophen-2-yl)-4-oxobutanoate COC1=CC2=C(SC(=C2)C(CCC(=O)OC(C)C)=O)C=C1OC